COC(=O)C=1C=C2C3=C(NC2=CC1)N=C(N=C3Cl)CC ethyl-4-chloro-9H-pyrimido[4,5-b]indole-6-carboxylic acid methyl ester